1-Chloro-2-methyloctadecane ClCC(CCCCCCCCCCCCCCCC)C